C(C1=CC=CC=C1)OC1CN(S(CC1)(=O)=O)C=1C=NN(C1)C1CC1 4-benzyloxy-2-(1-cyclopropylpyrazol-4-yl)thiazinane 1,1-dioxide